NC1=C2C(=C3C(=N1)C=C(N3)C(=O)N([C@@H]3COC1(C4=CC(=CC=C34)C(F)(F)F)CC1)C)CO[C@@H]2C (R)-5-amino-N,6-dimethyl-N-((S)-7'-(trifluoromethyl)spiro[cyclopropane-1,1'-isochroman]-4'-yl)-6,8-dihydro-1H-furo[3,4-d]pyrrolo[3,2-b]pyridine-2-carboxamide